C/C(/C=C/C(=O)ONC(C(C)N1CCOCC1)=O)=C\C=C\C(=C\C=C\C=C(\C=C\C=C(/C=C/C(=O)[O-])\C)/C)\C 1-[2-morpholinopropanamido] (2E,4E,6E,8E,10E,12E,14E,16Z,18E)-4,8,13,17-tetramethylicosa-2,4,6,8,10,12,14,16,18-nonaenedioate